6-((1-(tert-butyl)-3-((1S,3R)-3-hydroxycyclopentyl)-1H-pyrazol-5-yl)amino)-2-(4-methoxybenzyl)-2,3-dihydrobenzo[d]isothiazole 1,1-dioxide C(C)(C)(C)N1N=C(C=C1NC1=CC2=C(CN(S2(=O)=O)CC2=CC=C(C=C2)OC)C=C1)[C@@H]1C[C@@H](CC1)O